FC=1N=C2C(=CC=NC2=CC1)O 6-fluoro-1,5-naphthyridin-4-ol